(R)- or (S)-N-((3-fluoro-4-(4-(trifluoromethyl)phenyl)-4,5,6,7-tetrahydropyrazolo[1,5-a]pyrimidin-6-yl)methyl)acrylamide FC=1C=NN2C1N(C[C@H](C2)CNC(C=C)=O)C2=CC=C(C=C2)C(F)(F)F |o1:8|